(S)-4-(7-(5-Chloropyridazin-3-yl)-5-(2-fluorophenyl)-7H-pyrrolo[2,3-d]pyrimidin-4-yl)-3-methylpiperazine-1-carboxylic acid tert-butyl ester C(C)(C)(C)OC(=O)N1C[C@@H](N(CC1)C=1C2=C(N=CN1)N(C=C2C2=C(C=CC=C2)F)C=2N=NC=C(C2)Cl)C